glycidyl-trimethylammonium iodide [I-].C(C1CO1)[N+](C)(C)C